γ-(2,3-Epoxypropoxy)propyl-trimethoxysilan C(C1CO1)OCCC[Si](OC)(OC)OC